ClC1=C(C=C2C=C(N=CC2=C1)NC(=O)C1CC12CCOCC2)N2CCN(CC2)C2(COCC2=O)C N-(7-chloro-6-(4-(3-methyl-4-oxo-tetrahydrofuran-3-yl)piperazin-1-yl)isoquinolin-3-yl)-6-oxaspiro[2.5]Octane-1-carboxamide